COB1OC(C2=NC(=CC=C21)NC2=NC=C(C(=C2)N[C@H](CO)C2=CC=CC=C2)C2=NC=NO2)(C)C (S)-2-((2-((1-methoxy-3,3-dimethyl-1,3-dihydro-[1,2]oxaborolo[4,3-b]pyridin-5-yl)amino)-5-(1,2,4-oxadiazol-5-yl)pyridin-4-yl)amino)-2-phenylethan-1-ol